BrC1=CC=C(C=C1)C=1N=C2N(C=CC=C2)C1CN1CC2CCC(C1)N2C(=O)C2CCCC2 (3-{[2-(4-bromophenyl)imidazo[1,2-a]pyridin-3-yl]methyl}-3,8-diazabicyclo[3.2.1]oct-8-yl)(cyclopentyl)methanone